1-[2-({4-[(2S)-2-(4-chloro-2-fluorophenyl)-2-methyl-2H-1,3-benzodioxol-4-yl]piperidin-1-yl}methyl)-5-[5-(trifluoromethyl)-4H-1,2,4-triazol-3-yl]pyridin-3-yl]pyrrolidin-3-ol ClC1=CC(=C(C=C1)[C@@]1(OC2=C(O1)C=CC=C2C2CCN(CC2)CC2=NC=C(C=C2N2CC(CC2)O)C2=NN=C(N2)C(F)(F)F)C)F